(R)-N,N-dimethyl-1-(5-(4,4,5,5-tetramethyl-1,3,2-dioxaborolan-2-yl)benzo[d]thiazol-2-yl)propan-2-amine CN([C@@H](CC=1SC2=C(N1)C=C(C=C2)B2OC(C(O2)(C)C)(C)C)C)C